2-oxabicyclo[2.1.1]hexane-4-yl-methanol C12OCC(C1)(C2)CO